arabinuronic acid O=C[C@@H](O)[C@H](O)[C@H](O)C(=O)O